10H-benzofuro[3,2-B]indole C1=CC=CC=2C3=C(NC12)C1=C(O3)C=CC=C1